1-[4-benzyloxy-2-[2-(3,4-difluoro-2-methyl-phenoxy)-4-methyl-5-(trifluoromethyl)-3-pyridinyl]-5-quinolinyl]pyrrolidin-2-one C(C1=CC=CC=C1)OC1=CC(=NC2=CC=CC(=C12)N1C(CCC1)=O)C=1C(=NC=C(C1C)C(F)(F)F)OC1=C(C(=C(C=C1)F)F)C